COC1=CC=C(S1)C1CC(=NN1C(CC)=O)C1=CC2=C(NC(C=C2SC)=O)S1 (5-(5-Methoxythiophen-2-yl)-1-propionyl-4,5-dihydro-1H-pyrazol-3-yl)-4-methylthiothieno[2,3-b]pyridin-6(7H)-one